ClC=1C(=NC(=NC1)NC=1C(=NN(C1)C1CCN(CC1)C)C)NCCCN1C(COCC1)=O 4-(3-((5-chloro-2-((3-methyl-1-(1-methylpiperidin-4-yl)-1H-pyrazol-4-yl)amino)pyrimidin-4-yl)amino)propyl)morpholin-3-one